OC=1C(N(C(C1C(C1=CC=C(C=C1)C)=O)C1=CC=C(C=C1)OC)CCN1CCOCC1)=O 3-hydroxy-5-(4-methoxyphenyl)-4-(4-methyl-benzoyl)-1-[2-(4-morpholinyl)ethyl]-1,5-dihydro-2H-pyrrol-2-one